(2,5-bis(methoxymethoxy)phenyl)methanamine COCOC1=C(C=C(C=C1)OCOC)CN